N-(3-(methylsulfonamido)phenyl)-6-((tetrahydrothiophen-3-yl)oxy)nicotinamide CS(=O)(=O)NC=1C=C(C=CC1)NC(C1=CN=C(C=C1)OC1CSCC1)=O